4-chloro-1-(((5S,7S,8R)-8-fluoro-3-(5-(2-hydroxy-prop-2-yl)pyrazin-2-yl)-7-methyl-2-oxo-1-oxa-3-azaspiro[4.5]decan-7-yl)methyl)-1H-benzo[d]imidazole-6-carbonitrile ClC1=CC(=CC=2N(C=NC21)C[C@@]2(C[C@]1(CN(C(O1)=O)C1=NC=C(N=C1)C(C)(C)O)CC[C@H]2F)C)C#N